methyl-butenoic anhydride CC(C(=O)OC(C(=CC)C)=O)=CC